N-acetyl-methionyl-histidyl-glutamyl-glycyl-phenylalanyl-prolyl-proline C(C)(=O)N[C@@H](CCSC)C(=O)N[C@@H](CC1=CNC=N1)C(=O)N[C@@H](CCC(=O)O)C(=O)NCC(=O)N[C@@H](CC1=CC=CC=C1)C(=O)N1[C@@H](CCC1)C(=O)N1[C@@H](CCC1)C(=O)O